2-acetyl-3-hydroxypyran-4-one C(C)(=O)C=1OC=CC(C1O)=O